COCCC1(CCOCC1)N1C2=NC(=NC=C2N(C1=O)C)NC=1C(=CC=2N(C1)N=CN2)C 9-(4-(2-methoxyethyl)tetrahydro-2H-pyran-4-yl)-7-methyl-2-((7-methyl-[1,2,4]triazolo[1,5-a]pyridin-6-yl)amino)-7,9-dihydro-8H-purin-8-one